tert-butyl (6-((8-chloro-3-(3-fluorophenyl)-1,5-dioxo-1,2,3,5-tetrahydroimidazo[1,5-a]pyridin-6-yl)amino)pyrimidin-4-yl)carbamate ClC1=C2N(C(C(=C1)NC1=CC(=NC=N1)NC(OC(C)(C)C)=O)=O)C(NC2=O)C2=CC(=CC=C2)F